C(\C=C/CCCCCC)OC(CCCCCCCC(CCCCCCCC(=O)OC\C=C/CCCCCC)OC(CCCN(C)C)=O)=O di((Z)-non-2-en-1-yl)9-((4-(dimethylamino)butanoyl)oxy)heptadecanedioate